1-(4-methoxybenzyl)-2,6-dicarbonylpiperidin-3-yl-trifluoromethanesulfonic acid COC1=CC=C(CN2C(C(CCC2=C=O)OS(=O)(=O)C(F)(F)F)=C=O)C=C1